OC1=C(C=C(C=C1)C=1OC2=CC(=C(C(=C2C(C1)=O)O)O)O)[O-] 2-hydroxy-5-(5,6,7-trihydroxy-4-oxo-4H-chromen-2-yl)phenolate